The molecule is an N-(polyunsaturated fatty acyl)ethanolamine resulting from the formal condensation of carboxy group of arachidonic acid with amino group of ethanolamine. It has a role as a neurotransmitter, a vasodilator agent and a human blood serum metabolite. It is a N-(long-chain-acyl)ethanolamine, an endocannabinoid, a N-(polyunsaturated fatty acyl)ethanolamine and a N-acylethanolamine 20:4. It derives from an arachidonic acid. CCCCC/C=C\\C/C=C\\C/C=C\\C/C=C\\CCCC(=O)NCCO